C(=O)O.C1(CC1)N(S(=O)(=O)N)CC(C)C1CCN(CC1)C1=CC=NC2=CC(=C(C=C12)OC)OC N-cyclopropyl-N-(2-(1-(6,7-dimethoxyquinolin-4-yl)piperidin-4-yl)propyl)sulfamide formate salt